ClC=1C=C(C=CC1Cl)C1=CSC2=C1C(N(C=C2)CC(=O)N2C[C@@H]([C@@H](C2)F)F)=O 3-(3,4-dichlorophenyl)-5-(2-((3S,4R)-3,4-difluoropyrrolidin-1-yl)-2-oxoethyl)thieno[3,2-c]pyridin-4(5H)-one